FC1=C(C(=CC=C1OC)N1N=NN=C1)C(C)O 1-(2-fluoro-3-methoxy-6-(1H-tetrazol-1-yl)phenyl)ethan-1-ol